BrC1=C(C=C2C(=NC(=NC2=C1F)OC[C@H]1NC(CC1)=O)N1CC2CCC(C1)N2C(=O)OC(C)(C)C)Cl tert-butyl 3-(7-bromo-6-chloro-8-fluoro-2-(((S)-5-oxopyrrolidin-2-yl)methoxy)quinazolin-4-yl)-3,8-diazabicyclo[3.2.1]octane-8-carboxylate